1,2-bis(2,3-epoxycyclopentyloxy)ethaneN C1(C2C(CC1)O2)OC=COC2C1C(CC2)O1